N-[[6-[4-(dimethylamino)-4-oxo-butanoyl]-6-azaspiro[2.5]octan-2-yl]methyl]furo[2,3-c]pyridine-2-carboxamide CN(C(CCC(=O)N1CCC2(C(C2)CNC(=O)C2=CC=3C(=CN=CC3)O2)CC1)=O)C